ClC1=C(C=C(C=C1)NC(=O)N1C2CC(CC1C2)C(F)(F)F)[C@@H]2C[C@](CC2)(C)O N-(4-chloro-3-((1S,3R)-3-hydroxy-3-methylcyclopentyl)phenyl)-3-(trifluoromethyl)-6-azabicyclo[3.1.1]heptane-6-carboxamide